(5R,5aR)-5-methyl-3-(trifluoromethyl)-5a,6,8,9-tetrahydropyrido[3',2':4,5]pyrrolo[1,2-a]pyrazin C[C@@H]1C2=C(N3[C@H]1CNCC3)N=CC(=C2)C(F)(F)F